6-(2-(1-ethynyl)ethyl)pyrane C(#C)CCC1=CC=CCO1